4-(prop-1-en-2-yl)-1H-pyrrole-1-carboxylate C=C(C)C=1C=CN(C1)C(=O)[O-]